ClC=1C=C(C=CC1)N[C@H](CC(C)C)C(=O)N1[C@H]2CC([C@@H]([C@@H]1C(=O)N[C@H](C[C@@H]1C(NCC1)=O)C#N)CC2)(F)F (1R,3R,4R)-2-((3-chlorophenyl)-D-leucyl)-N-((R)-1-cyano-2-((R)-2-oxopyrrolidin-3-yl)ethyl)-5,5-difluoro-2-azabicyclo[2.2.2]octane-3-carboxamide